9-Methyl-fluoren CC1C2=CC=CC=C2C=2C=CC=CC12